(R)-6-acetyl-8-cyclopentyl-2-((6-(hydroxymethyl)-5,6,7,8-tetrahydroquinolin-2-yl)amino)-5-methylpyrido[2,3-d]pyrimidin-7(8H)-one C(C)(=O)C1=C(C2=C(N=C(N=C2)NC2=NC=3CC[C@H](CC3C=C2)CO)N(C1=O)C1CCCC1)C